1-methyl-1,2,5,6-tetrahydropyridine-3-carboxamide CN1CC(=CCC1)C(=O)N